(2-Fluorophenyl)-4-phenyl-2-((4-(trifluoromethyl)benzyl)thio)-1H-imidazole FC1=C(C=CC=C1)N1C(=NC(=C1)C1=CC=CC=C1)SCC1=CC=C(C=C1)C(F)(F)F